2-(1,4-dioxo-8-azaspiro[4.5]decan-8-yl)nicotinaldehyde O=C1CCC(C12CCN(CC2)C2=C(C=O)C=CC=N2)=O